C[C@@H]1O[C@H](CN(C1)C=1C=2N(C=C(C1)S(=O)(=O)NC1(COC1)C)C(=NC2)CO)C 8-((2S,6S)-2,6-Dimethylmorpholino)-3-(hydroxymethyl)-N-(3-methyloxetan-3-yl)imidazo[1,5-a]pyridine-6-sulfonamide